4-[2-methoxyethyl-[4-(5,6,7,8-tetrahydro-1,8-naphthyridin-2-yl)butyl]amino]-2-(4,4,4-trifluorobutoxycarbonylamino)butanoic acid COCCN(CCC(C(=O)O)NC(=O)OCCCC(F)(F)F)CCCCC1=NC=2NCCCC2C=C1